Benzyl (1-(4-bromo-2-chloro-6-fluorophenoxy)-2,4-dimethylpentan-2-yl)carbamate BrC1=CC(=C(OCC(CC(C)C)(C)NC(OCC2=CC=CC=C2)=O)C(=C1)F)Cl